C(C)(C)(C)OC(=O)N(C1=NC=CC(=N1)C=1C2=C(C(=NC1)NCC=1C=C(C(=O)OC)C=CC1)CCO2)C(=O)OC(C)(C)C Methyl 3-(((7-(2-(bis(tert-butoxycarbonyl)amino)pyrimidin-4-yl)-2,3-di-hydrofuro[3,2-c]pyridin-4-yl)amino)methyl)benzoate